2,2-difluoro-5-[(E)-methyliminomethyl]-1,3-benzodioxol-4-ol FC1(OC2=C(O1)C=CC(=C2O)/C=N/C)F